O=C1N(CC2=CC=C(C=C12)NC(C=C)=O)[C@@H]1C[C@@H](CCC1)NC=1SC(=CN1)C(F)(F)F N-(3-oxo-2-((1S,3R)-3-((5-(trifluoromethyl)thiazol-2-yl)amino)cyclohexyl)isoindolin-5-yl)acrylamide